C(C)(C)(C)C1=CC(=NC=C1)N1C2=CC=CC=C2C=2C=C(C(=CC12)OC)N 9-(4-(tert-butyl)pyridin-2-yl)-2-methoxy-9H-carbazol-3-amine